4,6-dibromoindole BrC1=C2C=CNC2=CC(=C1)Br